4'-chlorobiphenyl-3-boronic acid ClC1=CC=C(C=C1)C1=CC(=CC=C1)B(O)O